BrC=1C(=NC(=NC1)Cl)C(C)C 5-bromo-2-chloro-4-isopropylpyrimidine